C1=CC=CC=2C3=CC=CC=C3C(C12)COC(=O)NC(C(=O)O)CC1=NOC(N1)=O {[(9H-fluoren-9-yl)methoxycarbonyl]amino}-3-(5-oxo-4,5-dihydro-1,2,4-oxadiazol-3-yl)propanoic acid